[Si](C)(C)(C(C)(C)C)OC1(CC(C1)N(C(OC(C)(C)C)=O)C)C tert-butyl ((1s,3s)-3-((tert-butyldimethylsilyl)oxy)-3-methylcyclobutyl)(methyl)carbamate